1-{1,4-Dioxospiro[4.5]dec-8-yl}-3-(2-methylsulfonylethoxy)-1H-pyrazole-4-carboxylic acid ethyl ester C(C)OC(=O)C=1C(=NN(C1)C1CCC2(C(CCC2=O)=O)CC1)OCCS(=O)(=O)C